N-[3-(trimethoxysilyl)propyl]-1-octadecylamine CO[Si](CCCNCCCCCCCCCCCCCCCCCC)(OC)OC